BrC=1C=NC(=C(C(=O)NC)C1)Cl 5-Bromo-2-chloro-N-methylnicotinamide